FC=1C=C2NC(C=3N(C2=C(C1C=1C=C(C=C2C(=CNC12)C)F)F)C(=NN3)CC3=CC=NC=C3)(C)C 7,9-difluoro-8-(5-fluoro-3-methyl-1H-indol-7-yl)-4,4-dimethyl-1-(pyridin-4-yl-methyl)-5H-[1,2,4]triazolo[4,3-a]quinoxaline